methoxymethyl 6-(methoxymethoxy)-2,3-dimethyl-4-((1,2,6-trimeth-yl-4-oxocyclohexa-2,5-diene-1-carbonyl)oxy)benzoate COCOC1=CC(=C(C(=C1C(=O)OCOC)C)C)OC(=O)C1(C(=CC(C=C1C)=O)C)C